N1N=CC(=C1)CNC(NC1CC2(CC(C2)NC(OCCCC)=O)C1)=O butyl (6-(3-((1H-pyrazol-4-yl)methyl)ureido)spiro[3.3]heptan-2-yl)carbamate